ClC=1C(=NC(=NC1)NC1=C(C=C(C(=C1)C)C=1C[C@@H](N[C@@H](C1)C)C)OC(C)C)NC1=C(C=CC=C1)S(=O)(=O)C(C)C 5-chloro-N2-(4-((2S,6R)-2,6-dimethyl-1,2,3,6-tetrahydropyridin-4-yl)-2-isopropoxy-5-methyl-phenyl)-N4-(2-(isopropylsulfonyl)phenyl)pyrimidine-2,4-diamine